ClC=1N=C(C2=C(N1)N(C=C2C=2C=C1CN(C(C1=C(C2)OC(F)F)=O)[C@@H](C)C2CC2)COCC[Si](C)(C)C)OC (S)-5-(2-chloro-4-methoxy-7-((2-(trimethylsilyl)ethoxy)methyl)-7H-pyrrolo[2,3-d]pyrimidin-5-yl)-2-(1-cyclopropylethyl)-7-(difluoromethoxy)isoindolin-1-one